(2S)-5-oxopyrrolidine-1,2-dicarboxylic acid 1-tert-butyl 2-methyl ester COC(=O)[C@H]1N(C(CC1)=O)C(=O)OC(C)(C)C